C(C)(C)(C)OC(=O)N1CCN(CC1)CCCOCCC1=CC=C(C=C1)C1=CC2=C(N(C(N2C)=O)C2C(NC(CC2)=O)=O)C=C1.C(C)(C)(C)[Si](C)(C)OC[C@@H](CI)F (S)-t-butyl-(2-fluoro-3-iodopropoxy)dimethylsilane tert-butyl-4-[3-(2-{4-[1-(2,6-dioxopiperidin-3-yl)-3-methyl-2-oxo-1,3-benzodiazol-5-yl]phenyl}ethoxy)propyl]piperazine-1-carboxylate